CC1=C(C=CC(=C1)OCC(F)(F)F)C=1C=C2CCN[C@H](C2=CC1)CNC=1C=NC=CC1C(=O)O 3-[({(1R)-6-[2-methyl-4-(2,2,2-trifluoroethoxy)phenyl]-1,2,3,4-tetrahydroisoquinolyl}methyl)amino]pyridine-4-carboxylic acid